(E)-3-(1-naphthyl)-propionyl-leucyl-valine benzyl ester C(C1=CC=CC=C1)OC([C@@H](NC([C@@H](NC(CCC1=CC=CC2=CC=CC=C12)=O)CC(C)C)=O)C(C)C)=O